C1(=CC=C(C=C1)C(C)=O)C 1-(p-tolyl)ethan-1-one